tin dibutyllaurate C(CCC)C(C(=O)[O-])(CCCCCCCCCC)CCCC.[Sn+4].C(CCC)C(C(=O)[O-])(CCCCCCCCCC)CCCC.C(CCC)C(C(=O)[O-])(CCCCCCCCCC)CCCC.C(CCC)C(C(=O)[O-])(CCCCCCCCCC)CCCC